C(C=C)S(SCC=C)=O S-allyl prop-2-ene-1-thiosulfinate